C(CCC)NC=1N=CC2=C(N(C(C=3C=C(C=CC23)CN2CCN(CC2)C)=O)C2(CCCCC2)C#N)N1 trans-(3-(butylamino)-8-((4-methylpiperazin-1-yl)methyl)-6-oxopyrimido[4,5-c]isoquinolin-5(6H)-yl)cyclohexane-1-carbonitrile